2-bromo-3-fluorobenzoic acid BrC1=C(C(=O)O)C=CC=C1F